BrC1=CC(=C(C=C1)NC1=C(C(N(N=C1C(=O)N1CC(C1)([C@@H]1NCCC1)O)C)=O)F)Cl 5-[(4-bromo-2-chlorophenyl)amino]-4-fluoro-6-({3-hydroxy-3-[(2R)-pyrrolidin-2-yl]azetidin-1-yl}carbonyl)-2-methylpyridazin-3(2H)-one